C(C)NC(CCC1=C(OC2=C(C(=CC=C2C1=O)O)C=O)C)=O N-ethyl-3-(8-formyl-7-hydroxy-2-methyl-4-oxo-4H-chromen-3-yl)propionamide